4-acetoxy-3,5-dimethylaniline C(C)(=O)OC1=C(C=C(N)C=C1C)C